COC1=CC=C(C=C1)C(C(=O)O)CC 2-(4-Methoxyphenyl)butanoic acid